C[C@@H](CN)C(=O)O L-3-aminoisobutyric acid